O=C1N(C2=CC=CC=C2C(N1C1C(C1)C1=CC=CC=C1)=O)CC1=CC=C(C(=O)NO)C=C1 4-((2,4-dioxo-3-(2-phenylcyclopropyl)-3,4-dihydroquinazolin-1(2H)-yl)methyl)-N-hydroxybenzoamide